3,6-dichloro-1-(3-((5-(methyl-d3)-4-nitro-1-(tetrahydro-2H-pyran-4-yl-4-d)-1H-pyrazol-3-yl)oxy)propyl)-1H-pyrazolo[3,4-d]pyrimidine ClC1=NN(C2=NC(=NC=C21)Cl)CCCOC2=NN(C(=C2[N+](=O)[O-])C([2H])([2H])[2H])C2(CCOCC2)[2H]